(2-(difluoromethoxy)pyridin-4-yl)methyl methanesulfonate CS(=O)(=O)OCC1=CC(=NC=C1)OC(F)F